di((Z)-non-2-en-1-yl) 9-((4-(dimethylamino)butanoyl)oxy)heptadecanedioate CN(CCCC(=O)OC(CCCCCCCC(=O)OC\C=C/CCCCCC)CCCCCCCC(=O)OC\C=C/CCCCCC)C